3-(2-methoxy-5-methylphenyl)propanoic acid COC1=C(C=C(C=C1)C)CCC(=O)O